COC=1C2=C(C=CC1)S(CC1=C2N(N=C1C(=O)O)C1=CC=C(C=C1)CN1CCOCC1)(=O)=O 9-Methoxy-1-(4-(morpholinylmethyl)phenyl)-1,4-dihydrothiochromeno[4,3-c]pyrazole-3-carboxylic acid 5,5-Dioxide